tert-butyl 7-(5-(methoxycarbonyl)-4,6-dimethylpyridin-2-yl)-2,7-diazaspiro[4.4]nonane-2-carboxylate COC(=O)C=1C(=CC(=NC1C)N1CC2(CCN(C2)C(=O)OC(C)(C)C)CC1)C